6-((2S,4S)-4-((5-(2H-1,2,3-triazol-2-yl)pyridin-2-yl)oxy)-2-((difluoromethoxy)methyl)pyrrolidine-1-yl)nicotinic acid N=1N(N=CC1)C=1C=CC(=NC1)O[C@H]1C[C@H](N(C1)C1=NC=C(C(=O)O)C=C1)COC(F)F